3,5-bis(trifluoromethyl)-dibromobenzoic acid FC(C=1C(=C(C(=O)O)C(=C(C1)C(F)(F)F)Br)Br)(F)F